ClC=1C=C(C=CC1OC)NC1=NC=C(C(=N1)NC=1C=CC2=C(NC(O2)=O)C1)C 5-[2-(3-Chloro-4-methoxy-phenylamino)-5-methyl-pyrimidin-4-ylamino]-3H-benzooxazol-2-one